OC1=CC(=CC=2OC(OC(C21)=O)(C)C)C 5-Hydroxy-2,2,7-trimethyl-4H-benzo[d][1,3]dioxin-4-one